OC(CN1CCN2C(CC1=O)=CC(=N2)NC2=NC1=CC(=CC=C1C=N2)C2=C(C1=C(OCCN1)N=C2)C)(C)C 6-(2-hydroxy-2-methylpropyl)-2-((7-(8-methyl-2,3-dihydro-1H-pyrido[2,3-b][1,4]-oxazin-7-yl)quinazolin-2-yl)amino)-7,8-dihydro-4H-pyrazolo[1,5-d][1,4]diazepin-5(6H)-one